C1(CCC1)N1C=NC(=C1C=1N=C(SC1)C(=O)NC1=C(C=C(C=C1)C1CN(C1)C([2H])([2H])[2H])F)C1=CC=C(C=C1)F 4-[3-cyclobutyl-5-(4-fluorophenyl)imidazol-4-yl]-N-[2-fluoro-4-[1-(trideuteriomethyl)azetidin-3-yl]phenyl]thiazole-2-carboxamide